(cis)-2-aminocyclobutan-1-ol hydrochloride Cl.N[C@@H]1[C@@H](CC1)O